C(C)(=O)N[C@H]1C[C@@H](C[C@H]1NCC(F)(F)F)C(=O)N[C@@H](C12CCC(CC1)(C2)F)C2=C(C(=CC=C2F)Cl)Cl (1R,3S,4R)-3-acetamido-N-((S)-(2,3-dichloro-6-fluorophenyl)(4-fluorobicyclo[2.2.1]heptan-1-yl)methyl)-4-((2,2,2-trifluoroethyl)amino)cyclopentane-1-carboxamide